ClC=1C(=C(C(=O)O)C=C(C1)C(C)(C)C1=CC=C(C=C1)O)OCCCl 3-chloro-2-(2-chloroethoxy)-5-[1-(4-hydroxyphenyl)-1-methyl-ethyl]benzoic acid